C1CCC2=C(C=3CCCC3C=C12)NC(=O)NS(=O)(=O)/C=C/C1(N(CC1)CCCN(C(OC(C)(C)C)=O)C)C tert-butyl (E)-(3-(2-(2-(N-((1,2,3,5,6,7-hexahydro-s-indacen-4-yl)carbamoyl)sulfamoyl)vinyl)-2-methylazetidin-1-yl)propyl)(methyl)carbamate